CC1=C(C=CC(=C1)C=1N(C=C(N1)C(F)(F)F)C)CO [2-methyl-4-[1-methyl-4-(trifluoromethyl)imidazol-2-yl]phenyl]methanol